tert-butyl (1R,5R)-6-(3-cyano-7-(8-ethynyl-7-fluoronaphthalen-1-yl)-8-fluoro-1,6-naphthyridin-4-yl)-2,6-diazabicyclo[3.2.0]heptane-2-carboxylate C(#N)C=1C=NC2=C(C(=NC=C2C1N1[C@@H]2CCN([C@@H]2C1)C(=O)OC(C)(C)C)C1=CC=CC2=CC=C(C(=C12)C#C)F)F